methyl 1'-cyclopropyl-5',6'-difluoro-1'H-[1,2'-bibenzo[d]imidazole]-6-carboxylate C1(CC1)N1C(=NC2=C1C=C(C(=C2)F)F)N2C=NC1=C2C=C(C=C1)C(=O)OC